ClC=1C(=NC(=NC1)NC1=CC(=C(C=C1OC(C)C)C1CCN(CC1)C1CN(C1)C(=O)OC(C)(C)C)C)NC1=C(C=CC=C1)S(=O)(=O)C(C)C tert-butyl 3-(4-(4-((5-chloro-4-((2-(isopropylsulfonyl)phenyl)amino)pyrimidin-2-yl)amino)-5-isopropoxy-2-methylphenyl)piperidin-1-yl)azetidine-1-carboxylate